CC=1CCCC(C1)C=1C(=C(C(=CC1O)CCCCC)C1=CNC=C1)O 5'-methyl-4-pentyl-3-(1H-pyrrol-3-yl)-1',2',3',4'-tetrahydro-[1,1'-biphenyl]-2,6-diol